4-carbamoylbutyric acid tert-butyl ester C(C)(C)(C)OC(CCCC(N)=O)=O